4,4,4-trifluoro-1-(2-methyl-4-nitrophenyl)butane-1,3-dione FC(C(CC(=O)C1=C(C=C(C=C1)[N+](=O)[O-])C)=O)(F)F